CC1(O[C@@H](CN(C1)C1=CC2=C(N=C(N(C2=O)C)C)C(=N1)C1=C(C=C(C=C1)C(F)(F)F)F)C1=CC(=NC=C1)C)C (R)-6-(2,2-dimethyl-6-(2-methylpyridin-4-yl)morpholino)-8-(2-fluoro-4-(trifluoromethyl)phenyl)-2,3-dimethylpyrido[3,4-d]pyrimidin-4(3H)-one